(Z)-4-((3R,4R)-3-((5-fluoropyrimidin-2-yl)amino)-4-((4-(trifluoromethyl)benzyl)oxy)pyrrolidin-1-yl)-4-oxobut-2-enenitrile FC=1C=NC(=NC1)N[C@@H]1CN(C[C@H]1OCC1=CC=C(C=C1)C(F)(F)F)C(\C=C/C#N)=O